4-[4-(4-fluorophenyl)-1-(3-phenyl-propyl)-5-pyridin-4-yl-1H-imidazol-2-yl]-butan-3-yn-1-ol FC1=CC=C(C=C1)C=1N=C(N(C1C1=CC=NC=C1)CCCC1=CC=CC=C1)C#CCCO